ClC1=CC=C2C(=N1)N(C(=N2)C)[C@@H]2CN(CC2)C(C)=O (S)-1-(3-(5-chloro-2-methyl-3H-imidazo[4,5-b]pyridin-3-yl)pyrrolidin-1-yl)ethan-1-one